CN(CCN(CCC(=O)[O-])CCC(=O)[O-])CCNCCC(OCCSSCCCCCCCCCCCC)=O 3,3'-((3-methyl 9-oxo-10-oxa-13,14-dithia-3,6-diazahexacosyl)azanediyl)dipropionate